4-(2-{5-[(3R,5R)-3-amino-5-fluoropiperidine-1-carbonyl]-7-methoxy-1-methyl-1H-1,3-benzodiazol-2-yl}-1-(cyclopropylmethyl)-1H-pyrrolo[2,3-b]pyridin-6-yl)-3-chlorobenzamide N[C@H]1CN(C[C@@H](C1)F)C(=O)C1=CC2=C(N(C(=N2)C2=CC=3C(=NC(=CC3)C3=C(C=C(C(=O)N)C=C3)Cl)N2CC2CC2)C)C(=C1)OC